F[C@H]1C(NC(C[C@H]1OC1=CC=C(N=N1)C1=NC=C(C=C1O)C=1N=CC=2N(C1)C=CN2)(C)C)(C)C 2-(6-{[(3S,4R)-3-fluoro-2,2,6,6-tetramethylpiperidin-4-yl]oxy}pyridazin-3-yl)-5-(imidazo[1,2-a]pyrazin-6-yl)pyridin-3-ol